C1(CCC1)N1C(C(N(CC1)CC1=CN=C(S1)C1=CC(=CC=C1)F)=O)=O 1-cyclobutyl-4-((2-(3-fluorophenyl)thiazol-5-yl)methyl)piperazine-2,3-dione